(pyrrolidin-1-yl)pyridin-3-amine N1(CCCC1)C1=NC=CC=C1N